CC1=NC=C(C(=C1)C=1NC2=CC=C(C=C2C1C(C)C)C1CCN(CC1)C1CCOCC1)C 2-(2,5-dimethylpyridin-4-yl)-3-isopropyl-5-(1-(tetrahydro-2H-pyran-4-yl)piperidin-4-yl)-1H-indole